BrC1=C2C=C(NC2=C(C=C1F)C(=O)N1[C@H](CN(CC1)C(=O)OC(C)(C)C)CCO)C tert-Butyl (S)-4-(4-bromo-5-fluoro-2-methyl-1H-indole-7-carbonyl)-3-(2-hydroxyethyl)piperazine-1-carboxylate